ClC=1C(=NC(=NC1)NC1=CC=C(C=C1)CN1CCOCC1)NC1=C(C#N)C(=CC=C1)OCC1=C(C=CC=C1)F 2-((5-chloro-2-((4-(morpholinomethyl)phenyl)amino)pyrimidin-4-yl)amino)-6-((2-fluorobenzyl)oxy)benzonitrile